(2,4-di-t-butylphenyl) [1,1-biphenyl]-4,4'-diyl diphosphite O(P1OC2=CC=C(C=C2)C2=CC=C(C=C2)OP(O1)[O-])C1=C(C=C(C=C1)C(C)(C)C)C(C)(C)C